3-(5-(4-(2-(1-(5-(5-(difluoromethyl)-5H-pyrido[4,3-b]indol-7-yl)-3-fluoropyridin-2-yl)piperidin-4-yl)ethyl)piperazin-1-yl)-6-fluoro-1-oxoisoindolin-2-yl)piperidine-2,6-dione FC(N1C2=C(C=3C=CC(=CC13)C=1C=C(C(=NC1)N1CCC(CC1)CCN1CCN(CC1)C=1C=C3CN(C(C3=CC1F)=O)C1C(NC(CC1)=O)=O)F)C=NC=C2)F